Cl.Cl.C(N1N=CC(=C1)C=1C=CC(=C(C1)O)C1=CC2=C(N=N1)N(N=N2)C2CC(NC(C2)(C)C)(C)C)([2H])([2H])[2H] 5-[1-(2H3)methyl-1H-pyrazol-4-yl]-2-[3-(2,2,6,6-tetramethylpiperidin-4-yl)-3H-[1,2,3]triazolo[4,5-c]pyridazin-6-yl]phenol dihydrochloride